NC1=CC=C(C(=C1C(=O)N(C)C)F)C=1C(=C2C(=NC1)NC[C@@]21C[C@@H](CC1)N1N=C(C=C1C)C)Cl 6-Amino-3-((1S,3R)-4'-chloro-3-(3,5-dimethyl-1H-pyrazol-1-yl)-1',2'-dihydrospiro[cyclopentane-1,3'-pyrrolo[2,3-b]pyridin]-5'-yl)-2-fluoro-N,N-dimethylbenzamide